N1N=NN=C1C1=C(C=CC=C1)C1=CC2=C(OCC=C[C@@H]2C2=CC=CC=C2)C(=C1)NC(=O)NC1=CC=C(C=C1)Br |r| (+/-)-1-(7-(2-(1H-tetrazol-5-yl)phenyl)-5-phenyl-2,5-dihydrobenzo[b]oxepin-9-yl)-3-(4-bromophenyl)urea